CN(C)CC1=CC(=CC=C1)OC N,N-dimethyl-3-methoxybenzylamine